FC1(CCN(CC1)C1=NC(=CC(=C1)NC(=O)C1=C(C=C(C=C1)N=C(C1=CC=CC=C1)C1=CC=CC=C1)C1=CCC2(CC2)CC1)C)F N-[2-(4,4-difluoropiperidinyl)-6-methylpyridin-4-yl][4-(2,2-diphenyl-1-azavinyl)-2-spiro[2.5]oct-5-en-6-ylphenyl]carboxamide